(R)-tert-butyl((1-(3-(2-fluorophenoxy)-6-(6-(pyridazin-4-yl)pyrazine-2-carboxamido)-2-(trifluoromethyl)phenyl)piperidin-3-yl)methyl)(methyl)carbamate C(C)(C)(C)OC(N(C)C[C@H]1CN(CCC1)C1=C(C(=CC=C1NC(=O)C1=NC(=CN=C1)C1=CN=NC=C1)OC1=C(C=CC=C1)F)C(F)(F)F)=O